5-(3-chlorophenyl)-N-(oxazol-5-ylmethyl)-7H-pyrrolo[2,3-d]pyrimidin-4-amine ClC=1C=C(C=CC1)C1=CNC=2N=CN=C(C21)NCC2=CN=CO2